NC=1C2=C(N=C(N1)CF)C=CC(=N2)C=2C=C(C=CC2)C#C[C@]2(C(N(CC2)C)=O)O (R)-3-((3-(4-Amino-2-(fluoromethyl)pyrido[3,2-d]pyrimidin-6-yl)phenyl)ethynyl)-3-hydroxy-1-methylpyrrolidin-2-one